butyl-succinimide acrylate C(C=C)(=O)O.C(CCC)C1C(=O)NC(C1)=O